ClC=1C=CC2=C(C=3C(C(NC4(CC4)C2)=O)=CN(C(C3)=O)[C@@H](CC3CC3)C=3NC(=CN3)C3=CC(N(C=C3)C)=O)C1F |o1:20| (S*)-11-chloro-3-(2-cyclopropyl-1-(5-(1-methyl-2-oxo-1,2-dihydropyridin-4-yl)-1H-imidazol-2-yl)ethyl)-12-fluoro-3H-spiro[benzo[e]pyrido[3,4-c]azocine-7,1'-cyclopropan]-2,5(6H,8H)-dione